C(CCCCCCCCC)OS(=O)(=O)CCC[NH+](C)C.CC(C)=CCCC(C)=CC=O.[Na+] sodium citral n-decyl-N,N-dimethyl-3-ammonio-1-propanesulfonate